(1R,2S,5S)-N-((S)-1-cyano-2-((S)-2-oxopyrrolidin-3-yl)ethyl)-3-(4,7-difluoro-1H-indole-2-carbonyl)-6,6-dimethyl-3-azabicyclo[3.1.0]hexane-2-carboxamide C(#N)[C@H](C[C@H]1C(NCC1)=O)NC(=O)[C@@H]1[C@H]2C([C@H]2CN1C(=O)C=1NC2=C(C=CC(=C2C1)F)F)(C)C